FC1=CC=C(C=C1)C1=NN2C(CNCC2)=C1C1=CC=NC=C1 4-[2-(4-fluorophenyl)-4,5,6,7-tetrahydropyrazolo[1,5-a]pyrazin-3-yl]pyridin